1-(2-hydroxy-4-methoxypyridin-3-yl)ethanone OC1=NC=CC(=C1C(C)=O)OC